FC1=C(C=C(C=C1)NC(=O)N1CC=2N(CC1)N=C1C2C=2C(CCC1)=CON2)C(F)(F)F N-(4-Fluoro-3-(trifluoromethyl)phenyl)-5,6,9,10-tetrahydro-4H-isoxazolo[3'',4'':3',4']-cyclohepta[1',2':3,4]pyrazolo[1,5-a]pyrazine-11(12H)-carboxamide